1,2-bis(dibenzylthiocarbamoyldithio)ethane C(C1=CC=CC=C1)N(C(=S)SSCCSSC(N(CC1=CC=CC=C1)CC1=CC=CC=C1)=S)CC1=CC=CC=C1